phenyl-(2,4,6-trimethylbenzoyl)-phosphinate C1(=CC=CC=C1)P([O-])(=O)C(C1=C(C=C(C=C1C)C)C)=O